3-(3-tolyloxy)-1,2-propanediol C1(=CC(=CC=C1)OCC(CO)O)C